ClC1=NC(=CC(=C1)C1=NC=2C=CC3=C(C2C=C1)C1=C(S3)C(N[C@@H](CN1)C)=O)CO (R)-3-(2-chloro-6-(hydroxymethyl)pyridin-4-yl)-10-methyl-9,10,11,12-tetrahydro-8H-[1,4]diazepino[5',6':4,5]thieno[3,2-f]quinolin-8-one